N[C@@](C(=O)O)(CCCCB(O)O)C1CC(C1)N(CC1=CC=CC=C1)CC1=CC=CC=C1 (S)-2-amino-6-borono-2-((1R,3S)-3-(dibenzylamino)cyclobutyl)hexanoic acid